C12C(CC(CC1)C2)N2CCC(CC2)NC2=NC(=NC1=CC(=C(C=C21)OC)OC)NCCCNC(CCl)=O N-(3-((4-((1-(bicyclo[2.2.1]heptan-2-yl)piperidin-4-yl)amino)-6,7-dimethoxyquinazolin-2-yl)amino)propyl)-2-chloroacetamide